NCCOC=1C(=CC2=C(N([C@H](C(N[C@@H](C2)CO)=O)C(C)C)C)C1)F (2S,5S)-9-(2-aminoethoxy)-8-fluoro-5-(hydroxymethyl)-2-isopropyl-1-methyl-1,4,5,6-tetrahydrobenzo[e][1,4]diazocin-3(2H)-one